OC1C(C(C2=CC=CC=C2C1=O)=O)C(C=CC(=O)O)=C 4-(3-hydroxy-1,4-dioxo-1,2,3,4-tetrahydronaphthalen-2-yl)penta-2,4-dienoic acid